4-(3-isopropyl-2-(2-methoxypyridin-4-yl)-1H-indol-5-yl)piperidine-1-carboxylic acid tert-butyl ester C(C)(C)(C)OC(=O)N1CCC(CC1)C=1C=C2C(=C(NC2=CC1)C1=CC(=NC=C1)OC)C(C)C